FC=1C=C2C(N=C(S2)C(=O)N)=C(C1)C(=O)N 6-fluorobenzo[d]thiazole-2,4-dicarboxamide